CC1=NN(C(=C1[N+](=O)[O-])C1=C(C=NC(=C1)N1CCOCC1)NC(OC(C)(C)C)=O)COCC[Si](C)(C)C tert-butyl (4-(3-methyl-4-nitro-1-((2-(trimethylsilyl)ethoxy)methyl)-1H-pyrazol-5-yl)-6-morpholinopyridin-3-yl)carbamate